3-oxo-2,6-bis(propyl)phenylMethyl-benzoic acid O=C1C(C(=C(C=C1)CCC)CC1=C(C(=O)O)C=CC=C1)CCC